tetracyanobiphenyl C(#N)C=1C(=C(C(=C(C1)C1=CC=CC=C1)C#N)C#N)C#N